C[Si](OCCOC(C(=C)C)=O)(OCCOC(C(=C)C)=O)OCCOC(C(=C)C)=O methyltris(methacryloyloxyethoxy)silane